2-(4-methoxy-1H-indazol-6-yl)-N-methyl-1H-benzo[d]imidazole-6-carboxamide trifluoroacetate FC(C(=O)O)(F)F.COC1=C2C=NNC2=CC(=C1)C1=NC2=C(N1)C=C(C=C2)C(=O)NC